COC=1C=C(C=C(C1)OC)NC(C1=CC(=C(C(=C1)O)O)O)=O N-(3,5-dimethoxyphenyl)-3,4,5-trihydroxybenzamide